CC1(CC=2C(=CN=C(C2)C=2N=C(SC2)NC2=NC=C(C=C2N(C(OC(C)(C)C)=O)C)C(F)(F)F)O1)C Tert-butyl (2-((4-(2,2-dimethyl-2,3-dihydrofuro[2,3-c]pyridin-5-yl)thiazol-2-yl)amino)-5-(trifluoromethyl)pyridin-3-yl)(methyl)carbamate